3-cyano-N-(1-(2-((R)-1-hydroxyethyl)imidazo[4,5-d]pyrrolo[2,3-b]pyridin-1(6H)-yl)pyrrolidin-3-yl)benzamide C(#N)C=1C=C(C(=O)NC2CN(CC2)N2C(=NC=3C2=C2C(=NC3)NC=C2)[C@@H](C)O)C=CC1